6-Cyclopropyl-N,N-dimethyl-5-(1-(4-(1-methyl-4-(trifluoromethyl)-1H-imidazol-2-yl)benzyl)-1H-pyrazolo[3,4-d]pyrimidin-6-yl)pyrimidin-4-amine C1(CC1)C1=C(C(=NC=N1)N(C)C)C1=NC=C2C(=N1)N(N=C2)CC2=CC=C(C=C2)C=2N(C=C(N2)C(F)(F)F)C